4-amino-N-(6-((1-ethyl-1H-pyrazol-4-yl)ethynyl)-2,3-dihydrobenzofuran-3-yl)-7-fluoro-N,1-dimethyl-1H-pyrazolo[4,3-c]quinoline-8-carboxamide NC1=NC=2C=C(C(=CC2C2=C1C=NN2C)C(=O)N(C)C2COC1=C2C=CC(=C1)C#CC=1C=NN(C1)CC)F